2-(1-isobutyl-1H-benzo[d][1,2,3]triazol-5-yl)-6-methylbenzo[d]oxazole C(C(C)C)N1N=NC2=C1C=CC(=C2)C=2OC1=C(N2)C=CC(=C1)C